2-amino-5-(2,5-dichlorophenyl)-4-oxo-4,5-dihydrofuran-3-yl phenylmethanesulfonate C1(=CC=CC=C1)CS(=O)(=O)OC1=C(OC(C1=O)C1=C(C=CC(=C1)Cl)Cl)N